N-ethyl-N-(thiazol-2-ylmethyl)-2-(p-tolyloxy)acetamide Tert-butyl-(1S,5R)-3-(7-bromo-2-chloro-6,8-difluoroquinazolin-4-yl)-1-methyl-3,8-diazabicyclo[3.2.1]octane-8-carboxylate C(C)(C)(C)OC(=O)N1[C@@]2(CN(C[C@H]1CC2)C2=NC(=NC1=C(C(=C(C=C21)F)Br)F)Cl)C.C(C)N(C(COC2=CC=C(C=C2)C)=O)CC=2SC=CN2